(1R,2S,5S)-3-((S)-2-acetamido-3,3-dimethylbutanoyl)-6,6-dimethyl-3-azabicyclo[3.1.0]hexane-2-carboxylic acid C(C)(=O)N[C@H](C(=O)N1[C@@H]([C@H]2C([C@H]2C1)(C)C)C(=O)O)C(C)(C)C